OC(CN(CCC[C@H]1CC(N(C1)C(=O)OC(C)(C)C)(C)C)C1=NC(=CC=C1)S(N)(=O)=O)CO tert-butyl (4S)-4-[3-[2,3-dihydroxypropyl-(6-sulfamoyl-2-pyridyl)amino]propyl]-2,2-dimethyl-pyrrolidine-1-carboxylate